3-ethylbicyclo[3.2.0]hept-3-en C(C)C=1CC2CCC2C1